7-((5-Cyclopropylpyridin-2-yl)oxy)-2-azaspiro[3.5]nonan C1(CC1)C=1C=CC(=NC1)OC1CCC2(CNC2)CC1